COC(C1=CC(=C(C=C1)N)N)=O.S=C1NC2=C(N1)C=CC(=C2)C(=O)OC Methyl 2-thioxo-2,3-dihydro-1H-benzo[d]imidazole-5-carboxylate Methyl-3,4-diaminobenzoate